lysine (boc)-methyl ester hydrochloride Cl.C(=O)(OC(C)(C)C)COC([C@@H](N)CCCCN)=O